C(C1=CC=CC=C1)OC(=O)NC=1C(N(C=CC1)C1=NC=C(C=C1)C(=O)OC)=O Methyl 3-{[(benzyloxy)carbonyl]amino}-2-oxo-[1,2'-bipyridine]-5'-carboxylate